[C-]1=CC=CC2=CC=CC=C12.[Li+] Lithium naphthalenid